methyl 5-(5-acetamido-1-methyl-pyrazol-4-yl)-6-chloro-pyridine-3-carboxylate C(C)(=O)NC1=C(C=NN1C)C=1C=C(C=NC1Cl)C(=O)OC